ClC=1C=C2C=NC(=NC2=CC1)NC=1C=NN(C1Cl)C1C(C1)(F)F 6-chloro-N-(5-chloro-1-(2,2-difluorocyclopropyl)-1H-pyrazol-4-yl)quinazolin-2-amine